4-(4-methylphenyl)-1-butene CC1=CC=C(C=C1)CCC=C